OC[C@@H]1OCCCN(C1)C(=O)OC(C)(C)C tert-butyl (2R)-2-(hydroxymethyl)-1,4-oxazepane-4-carboxylate